N-((1r,3r)-3-(6-((3-(4-((2-(2,6-dioxopiperidin-3-yl)-1,3-dioxoisoindoline-4-yl)glycyl)piperazin-1-yl)propyl)amino)-9H-purin-9-yl)cyclobutyl)-6-methylpicolinamide O=C1NC(CC[C@H]1N1C(C2=CC=CC(=C2C1=O)NCC(=O)N1CCN(CC1)CCCNC1=C2N=CN(C2=NC=N1)C1CC(C1)NC(C1=NC(=CC=C1)C)=O)=O)=O